bis(4-diethylaminophenyl)-(4-diethylamino-2-methyl-phenyl)methane C(C)N(C1=CC=C(C=C1)C(C1=C(C=C(C=C1)N(CC)CC)C)C1=CC=C(C=C1)N(CC)CC)CC